2-[(3R)-3-methyl[1,4'-bipiperidin]-1'-yl]-N-(pyridin-3-ylmethyl)-1,3-thiazole-5-carboxamide C[C@H]1CN(CCC1)C1CCN(CC1)C=1SC(=CN1)C(=O)NCC=1C=NC=CC1